C(CCCC\C=C/C\C=C/CCCCC)O (Z,Z)-6,9-Pentadecadien-1-ol